ClC1=C(C=CC=C1Cl)N1N=C2N=C(N=C(C2=C1)NCC1=C(C=C(C=C1)OC)OC)SC 2-(2,3-dichlorophenyl)-N-(2,4-dimethoxybenzyl)-6-(methylthio)-2H-pyrazolo[3,4-d]Pyrimidine-4-amine